N1(C=NC=C1)CC=1N=NN(C1)CCC1=CC=C(C=C1)Cl 4-((1H-imidazol-1-yl)methyl)-1-(4-chlorophenethyl)-1H-1,2,3-triazole